C(CCCCCCC\C=C/CCCCCCCC)[N-]CCCCCCCCCCCCCCCCCC N-oleyl-stearylamide